C1(CCC1)C=1C(=NN(C1NC(OC1CC(C1)(F)F)=O)C)CC(C)(C)C 3,3-difluorocyclobutyl (4-cyclobutyl-1-methyl-3-neopentyl-1H-pyrazol-5-yl)carbamate